N-(3-isopropoxysilylpropyl)-4,5-dihydroimidazole C(C)(C)O[SiH2]CCCN1C=NCC1